1-oxa-3,9-diazaspiro[5.5]undecan-2-one O1C(NCCC12CCNCC2)=O